FC12CC(C1)(C2)C(=O)N(CC21CCC(CC2)(CC1)C1=NC(=NO1)C)C=1C=C(C=CC1)/C=C/C(=O)OC methyl (E)-3-(3-(3-fluoro-N-((4-(3-methyl-1,2,4-oxadiazol-5-yl) bicyclo[2.2.2]octan-1-yl)methyl)bicyclo[1.1.1]pentane-1-carboxamido)phenyl)acrylate